CC1=NC(=NO1)C1=CC=C2CN(C(C2=C1)=O)CCNC1=NC=CC2=CC=C(C=C12)C1=NOC(=N1)C 6-(5-methyl-1,2,4-oxadiazol-3-yl)-2-[2-[[7-(5-methyl-1,2,4-oxadiazol-3-yl)-1-isoquinolinyl]amino]ethyl]isoindolin-1-one